3-bromo-8-(trifluoromethyl)pyrazolo[1,5-a]pyrido[3,2-e]pyrimidin-5(4H)-one tert-butyl-4-bromo-5-{[2-chloro-6-(trifluoromethyl)pyridine-3-carbonyl]amino}-1H-pyrazole-1-carboxylate C(C)(C)(C)OC(=O)N1N=CC(=C1NC(=O)C=1C(=NC(=CC1)C(F)(F)F)Cl)Br.BrC=1C=NN2C1NC(C1=C2N=C(C=C1)C(F)(F)F)=O